4-(3-(4-cyano-3-(trifluoromethyl)phenyl)-5,5-dimethyl-4-oxo-2-thioxoimidazolidin-1-yl)-2-fluoro-N-methyl-benzamide C(#N)C1=C(C=C(C=C1)N1C(N(C(C1=O)(C)C)C1=CC(=C(C(=O)NC)C=C1)F)=S)C(F)(F)F